2-((1r,3r)-3-aminocyclobutyl)propane-2-ol hydrochloride Cl.NC1CC(C1)C(C)(C)O